OC=1C(=NC2=CC=CC=C2C1)C1C(C2=CC=CC=C2C1=O)=O 2-(3-hydroxy-2-quinolyl)indane-1,3-dione